tetraallyldiallyl-bisphenol a C(C=C)C(C(C1=C(C(=C(O)C(=C1CC=C)CC=C)CC=C)CC=C)(C)C1=CC=C(C=C1)O)CC=C